sec-butyl 3-((R)-2-(6-((5-acrylamido-2-methoxy-4-(4-propylpiperazin-1-yl)phenyl)amino)-pyrimidin-4-yl)-isoxazolidin-3-yl)-benzoate C(C=C)(=O)NC=1C(=CC(=C(C1)NC1=CC(=NC=N1)N1OCC[C@@H]1C=1C=C(C(=O)OC(C)CC)C=CC1)OC)N1CCN(CC1)CCC